Methyl N-[4-[4-[[1-[(4-fluorophenyl)carbamoyl]cyclopropanecarbonyl]amino]phenoxy]-7-methoxyquinolin-6-yl]carbamate FC1=CC=C(C=C1)NC(=O)C1(CC1)C(=O)NC1=CC=C(OC2=CC=NC3=CC(=C(C=C23)NC(OC)=O)OC)C=C1